[4-[(4R,11aS)-2-(8-cyano-5-quinolyl)-4-methyl-1,3,4,6,11,11a-hexahydropyrazino[1,2-b]isoquinolin-8-yl]-1,4-oxazepan-6-yl]carbamate C(#N)C=1C=CC(=C2C=CC=NC12)N1C[C@H]2N(CC=3C=C(C=CC3C2)N2CCOCC(C2)NC([O-])=O)[C@@H](C1)C